tert-butyl 4-{2-[4-(4-fluorophenyl)-2-(trifluoromethyl)-1H-imidazol-1-yl]acetyl}piperazine-1-carboxylate FC1=CC=C(C=C1)C=1N=C(N(C1)CC(=O)N1CCN(CC1)C(=O)OC(C)(C)C)C(F)(F)F